(2S,4r)-4-fluoro-1-methyl-N-(1-methyl-1H-pyrazol-4-yl)pyrrolidine-2-carboxamide F[C@@H]1C[C@H](N(C1)C)C(=O)NC=1C=NN(C1)C